FC(C1=CC=C(C=C1)C=1C=2N(C=C(N1)CN)N=CC2)(F)F (4-(4-(trifluoromethyl)phenyl)pyrazolo[1,5-a]pyrazin-6-yl)methanamine